FC=1C=C(C=CC1OC)B(O)O.[P].[Ca] calcium phosphorus 3-Fluoro-4-methoxy-phenylboronic acid